Cl.ClC1=C(C=CC=C1)N1CCN(CC1)C1=CC(=NC(=C1)C1=CC=C(C=C1)N(C)C)N 4-(4-(2-chlorophenyl)piperazin-1-yl)-6-(4-(dimethylamino)phenyl)pyridin-2-amine hydrochloride